ClC1=C(C(=CC=C1)Cl)N1CC(C1)C1=C(C=C(CN2CCC(CC2)C(=O)O)C=C1)F 1-(4-(1-(2,6-dichlorophenyl)azetidin-3-yl)-3-fluorobenzyl)piperidine-4-carboxylic acid